2-oxa-9-azaspiro[4.5]decane C1OCCC12CCCNC2